BrC=1C(=CSC1)OCC1=CC=C(CN2CCOCC2)C=C1 4-{4-[(4-bromothiophen-3-yloxy)methyl]benzyl}morpholine